ClC1=CC=C(CO[C@@H]2C[C@H](C2)C(=O)NCC2=C(C(=C(C=C2)C(F)(F)F)C=2NC(C(=C(N2)CC)F)=O)F)C=C1 trans-3-[(4-chlorobenzyl)oxy]-N-[3-(4-ethyl-5-fluoro-6-oxo-1,6-dihydropyrimidin-2-yl)-2-Fluoro-4-(trifluoromethyl)benzyl]cyclobutane-1-carboxamide